COC(=O)C=1C=2N=C(C(=NC2C(=CC1)N1C[C@H](N([C@H](C1)C)C(=O)OC(C)(C)C)C)C)C 8-[(3R,5S)-4-(tert-butoxycarbonyl)-3,5-dimethylpiperazin-1-yl]-2,3-dimethylquinoxaline-5-carboxylic acid methyl ester